O=C1NC(CCC1N1C(C2=CC=C(C=C2C1=O)OC1CN(C1)C(=O)OC(C)(C)C)=O)=O tert-butyl 3-[2-(2,6-dioxo-3-piperidyl)-1,3-dioxo-isoindolin-5-yl]oxyazetidine-1-carboxylate